3-[2-[[(3S,5R)-1-benzyl-5-hydroxy-3-piperidyl]amino]-5-(trifluoromethyl)pyrimidin-4-yl]-1H-indole-6-carbonitrile C(C1=CC=CC=C1)N1C[C@H](C[C@H](C1)O)NC1=NC=C(C(=N1)C1=CNC2=CC(=CC=C12)C#N)C(F)(F)F